1-[8-[4-[Methyl(4-piperidylmethyl)amino]-1-piperidyl]-4-isoquinolyl]hexahydropyrimidine-2,4-dione CN(C1CCN(CC1)C=1C=CC=C2C(=CN=CC12)N1C(NC(CC1)=O)=O)CC1CCNCC1